5-{6-[2-(5-Chloro-7-fluoro-2-methyl-indol-1-yl)-ethylamino]-pyrimidin-4-yl}-3-ethoxy-thiophene-2-carboxylic acid ClC=1C=C2C=C(N(C2=C(C1)F)CCNC1=CC(=NC=N1)C1=CC(=C(S1)C(=O)O)OCC)C